2-acetamidoethyl-2-acetamidoethanethiol sulphanate S(=O)O.C(C)(=O)NCCC(CNC(C)=O)S